(4aR,6R,7R,8S,8aR)-6-(2-(hydroxyimino)ethyl)-2,2-dimethyl-8-(4-(3,4,5-trifluorophenyl)-1H-1,2,3-triazol-1-yl)hexahydropyrano[3,2-d][1,3]dioxin-7-yl acetate C(C)(=O)O[C@@H]1[C@H]([C@H]2OC(OC[C@H]2O[C@@H]1CC=NO)(C)C)N1N=NC(=C1)C1=CC(=C(C(=C1)F)F)F